2-(2,3-difluoro-4-(4,4,5,5-tetramethyl-1,3,2-dioxaborolan-2-yl)phenoxy)pyridine FC1=C(OC2=NC=CC=C2)C=CC(=C1F)B1OC(C(O1)(C)C)(C)C